(3-Bromo-2-fluorophenyl)(1-(tetrahydro-2H-pyran-2-yl)-4-(2-((tetrahydro-2H-pyran-2-yl)oxy)ethyl)-1H-pyrazol-3-yl)methanol BrC=1C(=C(C=CC1)C(O)C1=NN(C=C1CCOC1OCCCC1)C1OCCCC1)F